6-(4-fluorobenzyl)-3,3-dimethyl-2,3-dihydro-1H-pyrrolo[3,2-b]pyridine FC1=CC=C(CC=2C=C3C(=NC2)C(CN3)(C)C)C=C1